tri-O-Methyl-inosine-triphosphate P(O)(=O)(OP(=O)(O)OP(=O)(O)O)OC=1C=2N=CN([C@H]3[C@H](OC)[C@H](OC)[C@@H](COC)O3)C2N=CN1